beryllium thallium [Tl].[Be]